FC=1C=2N(C=CC1)N=C(C2)[C@H]2N(CCC1=C2N=CN1)C(=O)C=1SC(=NN1)C1=NC=CC=C1 (S)-(4-(4-fluoropyrazolo[1,5-a]pyridin-2-yl)-1,4,6,7-tetrahydro-5H-imidazo[4,5-c]pyridin-5-yl)(5-(pyridin-2-yl)-1,3,4-thiadiazol-2-yl)methanone